dichloro[1,3-bis(2,6-di-3-pentylphenyl)imidazol-2-ylidene](2-methylpyridyl)palladium(II) Cl[Pd-3](C=1C(=NC=CC1)C)(=C1N(C=CN1C1=C(C=CC=C1C(CC)CC)C(CC)CC)C1=C(C=CC=C1C(CC)CC)C(CC)CC)Cl